3-chloro-2-methyl-1-propene ClCC(=C)C